CN(CCN1N=CC(=C1)CN(CCC(=O)OC(CCCCCCCC)CCCCCCCCCC)CCC(=O)OC(CCCCCCCC)CCCCCCCCCC)C di(nonadecan-9-yl) 3,3'-(((1-(2-(dimethylamino)ethyl)-1H-pyrazol-4-yl)methyl)azanediyl)dipropionate